N1N=CC2=CC=CC(=C12)CNC(\C=C\C1=CC=C(C=C1)F)=O (E)-N-[(1H-indazol-7-yl)methyl]-3-(4-fluorophenyl)acrylamide